C(C)S(=O)(=O)C1=CC=C(C=C1)C(C(N1CCC(CC1)=O)=O)OC1=CC=C(C=C1)C#N 4-{1-[4-(ethylsulfonyl)phenyl]-2-oxo-2-(4-oxopiperidyl)ethoxy}benzenecarbonitrile